N-(4-((S)-3-(((S)-1-(3-chlorophenyl)propan-2-yl)amino)-2-hydroxypropoxy)phenyl)-N-methylmethanesulfonamide ClC=1C=C(C=CC1)C[C@H](C)NC[C@@H](COC1=CC=C(C=C1)N(S(=O)(=O)C)C)O